beta-hydroxy-beta-hydroxy-beta-alanine OC(N)(CC(=O)O)O